COC(=O)[C@H]1NCC[C@@H]1OCCOS(=O)(=O)C1=CC=C(C)C=C1 (2S,3S)-3-(2-(tosyloxy)ethoxy)pyrrolidine-2-carboxylic acid methyl ester